CN1CC(C1)OC1=NC=CC=C1C=1C=NN2C1N=C(C=C2)N2CCNCC2 3-(2-((1-Methylazetidin-3-yl)oxy)pyridin-3-yl)-5-(piperazin-1-yl)pyrazolo[1,5-a]pyrimidine